BrC1=CN=C(N=N1)N(C1C[C@@H]2CCC[C@H](C1)N2C(=O)OC(C)(C)C)C tert-butyl (1S,5R)-3-[(6-bromo-1,2,4-triazin-3-yl)-methyl-amino]-9-azabicyclo[3.3.1]nonane-9-carboxylate